NC1=CC(=C(C=C1)S(=O)(=O)O)C m-toluidine-p-sulfonic acid